1-bromo-3-[4-(trifluoromethyl)phenyl]propan-2-one BrCC(CC1=CC=C(C=C1)C(F)(F)F)=O